3-(4-morpholinoanilino)pyrazine O1CCN(CC1)C1=CC=C(NC=2C=NC=CN2)C=C1